NC=1C(=NC=NC1)C(=O)O 5-AMINO-PYRIMIDINE-4-CARBOXYLIC ACID